cyanomethyl (S)-2-((tert-butoxy-carbonyl)amino)-3-(4-cyano-3-fluoro-phenyl)propanoate C(C)(C)(C)OC(=O)N[C@H](C(=O)OCC#N)CC1=CC(=C(C=C1)C#N)F